C1C(CC2=CC=CC=C12)NC1=NC=C(C=N1)C(\C=C\N(C)C)=O (2E)-1-{2-[(2,3-dihydro-1H-inden-2-yl)amino]pyrimidin-5-yl}-3-(dimethylamino)prop-2-en-1-one